FC=1C(=NC=CC1CN1C(OC2=C(C=CC(=C2)OC=2OC=C(N2)C)C12CCC2)=O)NS(=O)(=O)NC 3-{[3-fluoro-2-(methylaminosulfonylamino)-4-pyridyl]methyl}-7-(4-methyl-1,3-oxazol-2-yloxy)-2H,3H-spiro[1,3-benzoxazine-4,1'-cyclobutan]-2-one